N[C@H](C(=O)OC(C)(C)C)CC(=O)[O-] tert-butyl (2S)-2-aminobutanedioate